quinolylpiperidine N1=C(C=CC2=CC=CC=C12)N1CCCCC1